(Z)-1-(2-Hydroxy-4-phenylmethoxyphenyl)-3-phenylprop-2-en-1-one OC1=C(C=CC(=C1)OCC1=CC=CC=C1)C(\C=C/C1=CC=CC=C1)=O